C(=C\CC)/N1[C@@H](CCC1=O)C=O (S,E)-1-(BUT-1-ENYL)-5-OXOPYRROLIDINE-2-CARBALDEHYDE